5-(2-Fluorobenzyl)-N-(4-(2-chloro-5-(4-hydroxybutoxy)phenyl)pyridin-2-yl)-4H-1,2,4-triazole-3-carboxamide FC1=C(CC=2NC(=NN2)C(=O)NC2=NC=CC(=C2)C2=C(C=CC(=C2)OCCCCO)Cl)C=CC=C1